6-(3-iodophenyl)picolinic acid methyl ester COC(C1=NC(=CC=C1)C1=CC(=CC=C1)I)=O